N-(4-methylbenzenesulfonyl)-1-(2-indolyl)-2-naphthylamine CC1=CC=C(C=C1)S(=O)(=O)NC1=C(C2=CC=CC=C2C=C1)C=1NC2=CC=CC=C2C1